Iodoisobutanal IC(C=O)(C)C